C(=O)C(C(=O)O)C[C@@H](C(=O)O)NC(=O)C1=CC=C(NCC2=CN=C3N=C(N)NC(=O)C3=N2)C=C1 formylfolic acid